(4-amino-1H-pyrazol-1-yl)(2-methyl-5-((2-(trifluoromethyl)pyridin-3-yl)methoxy)benzofuran-3-yl)methanone NC=1C=NN(C1)C(=O)C1=C(OC2=C1C=C(C=C2)OCC=2C(=NC=CC2)C(F)(F)F)C